N-(2-(3,5-dimethylpiperazin-1-yl)-5-methoxypyrimidin-4-yl)-1H-indazol-5-amine CC1CN(CC(N1)C)C1=NC=C(C(=N1)NC=1C=C2C=NNC2=CC1)OC